N1(N=CC=C1)CC1=CC2=C(C(=NO2)NS(=O)(=O)C2=C(C=CC=3CC(OC32)(C)C)OC)C(=C1)OC N-(6-((1H-pyrazol-1-yl)methyl)-4-methoxybenzo[d]isoxazol-3-yl)-6-methoxy-2,2-dimethyl-2,3-dihydrobenzofuran-7-sulfonamide